CC1=CC=C(O1)CNC(C1=CC(=CC=C1)NC=1C=NC(=CC1)C1=CC=CC=C1)=O N-[(5-methylfuran-2-yl)methyl]-3-[(6-phenylpyridin-3-yl)amino]benzamide